ClC=1C(=CC2=C(N=C(S2)NC(OC(C)(C)C)=O)C1)N(C(=O)NC1=CC=C(C=C1)Cl)CCN1CCOCC1 tert-butyl (5-chloro-6-{3-(4-chlorophenyl)-1-[2-(4-morpholinyl)ethyl]ureido}benzo[d]thiazol-2-yl)carbamate